(±)-3-(5-chloro-2-methoxyphenyl)-1,3-dihydro-3-fluoro-7-(trifluoromethyl)-2H-indol-2-one ClC=1C=CC(=C(C1)[C@]1(C(NC2=C(C=CC=C12)C(F)(F)F)=O)F)OC |r|